N-(4-chloro-1H-indol-6-yl)-5-cyclohexyl-1H-benzo[d]imidazol-2-amine ClC1=C2C=CNC2=CC(=C1)NC1=NC2=C(N1)C=CC(=C2)C2CCCCC2